CN(CCCCC(=O)N(CCCCCCCCC(=O)OCC(CCCCCCCC)CCCCCC)C(CCCCCCCC(=O)OCC(CCCCCCCC)CCCCCC)CCCCCCCCCC)C 2-Hexyldecyl 9-(5-(dimethylamino)-N-(9-((2-hexyldecyl)oxy)-9-oxononyl)pentanamido)-nonadecanoate